6-(2-aminopyrimidin-5-yl)-N-(4-(pyrrolidin-1-ylmethyl)pyridin-2-yl)benzo[d]thiazol-2-amine NC1=NC=C(C=N1)C1=CC2=C(N=C(S2)NC2=NC=CC(=C2)CN2CCCC2)C=C1